2-(4-bromo-2-methylphenyl)-4,6-dichloro-2H-pyrazolo[3,4-d]pyrimidine BrC1=CC(=C(C=C1)N1N=C2N=C(N=C(C2=C1)Cl)Cl)C